[Na+].C1(=CC=C(C=C1)C1=C(N(C=C1)S(N)(=O)=O)C(=O)[O-])C 3-(p-tolyl)-1-sulfamoyl-1H-pyrrole-2-carboxylic acid, sodium salt